BrC=1C(=C(C=C(C1)F)CN(C(OC(C)(C)C)=O)CCO)O tert-Butyl N-[(3-bromo-5-fluoro-2-hydroxy-phenyl)methyl]-N-(2-hydroxyethyl)carbamate